C(C)(C)(C)OC(CN1CCNCC(N(CCN(CC1)CC(OC(C)(C)C)=O)CC(OC(C)(C)C)=O)CC(=O)N)=O 2-(4,7,10-tris(2-(tert-butoxy)-2-oxoethyl)-1,4,7,10-tetraazacyclododecan-11-yl)acetamide